BrC=1C=C(C=C2CCC(C(C12)CC)=O)F 8-bromo-1-ethyl-6-fluoro-3,4-dihydronaphthalen-2(1H)-one